6-chloro-4-((4-(dicyclopropylphosphoryl)-2-methoxyphenyl)amino)pyridazine-3-carboxamide ClC1=CC(=C(N=N1)C(=O)N)NC1=C(C=C(C=C1)P(=O)(C1CC1)C1CC1)OC